C(CCC)[C@H]1NS(C2=C(N(C1)C1=CC=CC=C1)C=C(C(=C2)O\C=C(\C(=O)O)/F)SCC)(=O)=O (R)-(Z)-3-((3-butyl-7-(ethylsulfanyl)-1,1-dioxido-5-phenyl-2,3,4,5-tetrahydro-1,2,5-benzothiadiazepin-8-yl)oxy)-2-fluoroacrylic acid